ClC1=C(C=C(C=C1C(=O)N1C(C=2C(CC1)=C(N(N2)C)C2=NC(=CN=C2)C(F)(F)F)C)F)N2CC(C2)S(=O)(=O)N 1-[2-Chloro-3-[2,7-dimethyl-3-[6-(trifluoromethyl)pyrazin-2-yl]-5,7-dihydro-4H-pyrazolo[3,4-c]pyridine-6-carbonyl]-5-fluoro-phenyl]azetidine-3-sulfonamide